(R)-7-(6-(1-cyclopropyl-1H-pyrazol-4-yl)-3,6-dihydro-2H-pyran-4-yl)-5-(2,4-difluorophenyl)-2,3-dimethylpyrido[3,4-b]pyrazine C1(CC1)N1N=CC(=C1)[C@H]1C=C(CCO1)C1=CC=2C(=NC(=C(N2)C)C)C(=N1)C1=C(C=C(C=C1)F)F